ClC1=C(C=CC=C1)C1C(OC1)(C1=C(C=C(C=C1)F)F)CN1N=CNC1=S 2-{[3-(2-chlorophenyl)-2-(2,4-difluorophenyl)oxetan-2-yl]Methyl}-2,4-dihydro-3H-1,2,4-triazole-3-thione